C(#N)C(CNC=1C(=CC=C2C=CC(=CC12)C1=NC=CC(=N1)C(=O)NC1CCC(CC1)N(C)C)OC)=C 2-{8-[(2-cyano-2-methylideneethyl)amino]-7-methoxynaphthalen-2-yl}-N-[(1r,4r)-4-(dimethylamino)cyclohexyl]pyrimidine-4-carboxamide